NC1=C2N(C(N(C2=NC=N1)C(C)C)=O)C1=C2C=NNC2=CC=C1 6-amino-7-(1H-indazol-4-yl)-9-isopropyl-7,9-dihydro-8H-purine-8-one